[Li+].F[C@@H](C(=O)[O-])ON1[C@@H]2C=C([C@H](N(C1=O)C2)C(NCCNS(N)(=O)=O)=O)C (2S)-2-fluoro-2-[[(2S,5R)-3-methyl-7-oxo-2-[2-(sulfamoylamino)ethyl-carbamoyl]-1,6-diazabicyclo[3.2.1]oct-3-en-6-yl]oxy]acetic acid lithium salt